N-(3-chloro-4-fluorophenyl)-3-chloro-N-methyl-1-(3-chloro-6-methyl-4-(trifluoromethyl)pyridin-2-yl)-4,5-dihydro-1H-pyrazole-5-carboxamide ClC=1C=C(C=CC1F)N(C(=O)C1CC(=NN1C1=NC(=CC(=C1Cl)C(F)(F)F)C)Cl)C